(R)-5'-ethyl-N-(1-phenylethyl)-[3,3'-bipyridin]-6-amine C(C)C=1C=C(C=NC1)C=1C=NC(=CC1)N[C@H](C)C1=CC=CC=C1